Glycerol dihydroxystearate OC(C(=O)OCC(O)CO)(CCCCCCCCCCCCCCCC)O